(2R)-2-[(4-methoxy-1H-indole-2-carbonyl)amino]-3-trimethylsilyl-propanoic acid COC1=C2C=C(NC2=CC=C1)C(=O)N[C@H](C(=O)O)C[Si](C)(C)C